fluoro-N-(6-((1-methylpiperidin-4-yl)methyl)pyridin-2-yl)pyridinecarboxamide FC=1C(=NC=CC1)C(=O)NC1=NC(=CC=C1)CC1CCN(CC1)C